COC1=C2C(=CC(NC2=C(C=C1OC)OC)=O)C 5,6,8-Trimethoxy-4-methylquinolin-2(1H)-one